[C@@H]1([C@@H](O)[C@H](O)[C@H](O)[C@@H](O1)C)OCCNC(CN([C@@H](CCCCNC(CCCCC(=O)OCC1=CC=CC=C1)=O)C(=O)NCCO[C@H]1[C@@H](O)[C@H](O)[C@H](O)[C@@H](O1)C)CC(NCCO[C@H]1[C@@H](O)[C@H](O)[C@H](O)[C@@H](O1)C)=O)=O benzyl (S)-6-{[5-(bis[2-({2-[(α-L-fucopyranosyl)oxy]ethyl}amino)-2-oxoethyl]amino)-6-({2-[(α-L-fucopyranosyl)oxy]ethyl}amino)-6-oxohexyl]amino}-6-oxohexanoate